[N+](=O)([O-])C=1C=C(C=CC1)/N=N/C=1C=C(N)C=CC1 (E)-3-[(3-nitrophenyl)diazenyl]Aniline